ClCC=1C(=NC(=CC1)C(F)(F)F)C(=C)C 3-(chloromethyl)-2-isopropenyl-6-(trifluoromethyl)pyridine